N-(4-((2-(1,1-difluoroethyl)-6-methylpyrimidin-4-yl)amino)-5-(2-fluoro-2-methylpropoxy)pyridin-2-yl)acetamide FC(C)(F)C1=NC(=CC(=N1)NC1=CC(=NC=C1OCC(C)(C)F)NC(C)=O)C